C12CN(CC(CC1)C2)C=2C1=C(N=C(N2)OC[C@]23CCCN3C[C@@H](C2)F)C(=C(N=C1)C1=CC(=CC2=CC=C(C(=C12)CC)F)O)F 4-(4-(3-azabicyclo[3.2.1]oct-3-yl)-8-fluoro-2-(((2r,7as)-2-fluorohexahydro-1H-pyrrolizin-7a-yl)methoxy)pyrido[4,3-d]pyrimidin-7-yl)-5-ethyl-6-fluoronaphthalen-2-ol